C1(=CC=C(C=C1)P(C1=CC=C(C=C1)C)=O)C bis-p-tolylphosphine oxide